C(#N)C1=CC(=C(OCC2=CC(=NN2C2=CC=CC=C2)C)C=C1)F 5-[(4-cyano-2-fluoro-phenoxy)methyl]-3-methyl-1-phenyl-pyrazole